C1=C(C=CC2=CC=CC=C12)CCNC(=O)C1CCC1 N-(2-(naphthalene-2-yl)ethyl)cyclobutanecarboxamide